(2S)-2-[[(2S)-4-[5-[bis(2-chloroethyl)amino]-1-phenyl-benzoimidazol-2-yl]-2-(tert-butoxycarbonylamino)butanoyl]amino]-4-methyl-pentanoic acid ethyl ester C(C)OC([C@H](CC(C)C)NC([C@H](CCC1=NC2=C(N1C1=CC=CC=C1)C=CC(=C2)N(CCCl)CCCl)NC(=O)OC(C)(C)C)=O)=O